octahydro-1-methylindole CN1CCC2CCCCC12